diethylaminoethyloctylamide C(C)N(CC)CC[N-]CCCCCCCC